C(C1=CC=CC=C1)N[C@@H]1[C@@H](COCC1)F (3S,4S)-N-benzyl-3-fluorotetrahydro-2H-pyran-4-amine